COC1=C(C=C(C=C1)NC1=NC(=CC(=N1)NC)COC)OCCCN1CCCC1 N2-(4-methoxy-3-(3-(pyrrolidin-1-yl)propoxy)phenyl)-6-(methoxymethyl)-N4-methylpyrimidine-2,4-diamine